(Z)-N'-(3-(3-(3-(pentafluoro-sulfaneyl)-5-(trifluoromethyl)phenyl)-1H-1,2,4-triazol-1-yl)acryloyl)cyclopentanecarbohydrazide FS(C=1C=C(C=C(C1)C(F)(F)F)C1=NN(C=N1)\C=C/C(=O)NNC(=O)C1CCCC1)(F)(F)(F)F